1-(4-fluoro-2-(pyrimidin-4-yl)benzoyl)-4-(4-fluorobenzyl)piperidine-4-carbonitrile FC1=CC(=C(C(=O)N2CCC(CC2)(C#N)CC2=CC=C(C=C2)F)C=C1)C1=NC=NC=C1